Cl.Cl.N[C@H](C(=O)NC1=CC=C(C=C1)C1=CC(=NC=C1C)C)C(C1=CC=CC=C1)C1=CC=CC=C1 (S)-2-amino-N-(4-(2,5-dimethylpyridin-4-yl)phenyl)-3,3-diphenylpropanamide dihydrochloride